NC1=C(C=NC=C1)CC1=NC2=CC=C(C=C2C(N1)(C(F)(F)F)C#CC1CC1)F ((4-aminopyridin-3-yl)methyl)-4-(cyclopropylethynyl)-6-fluoro-4-(trifluoromethyl)-3,4-dihydroquinazolin